BrC=1C=C(C(=NC1)N1CC(C1)N(C(OC(C)(C)C)=O)C)NS(=O)(=O)C tert-Butyl (1-(5-Bromo-3-(methylsulfonamido)pyridin-2-yl)azetidin-3-yl)(methyl)carbamate